CN(C=1C=CC(=C(C1)N1/C(/SCC1=O)=N/C(=O)NC1=C(C=C(C=C1)C1=NN(C=N1)C1=CC=C(C=C1)S(=O)(=O)C(F)(F)F)C)CCC)C (Z)-1-(3-(5-(dimethylamino)-2-propylphenyl)-4-oxothiazolidin-2-ylidene)-3-(2-methyl-4-(1-(4-((trifluoromethyl)sulfonyl)phenyl)-1H-1,2,4-triazol-3-yl)phenyl)urea